3-phenylthiobenzyl acrylate C(C=C)(=O)OCC1=CC(=CC=C1)SC1=CC=CC=C1